3-[[4-(2,6-Dimethylphenyl)-6-[(3S)-3-[(6-isopropylfuro[2,3-b]pyrazin-2-yl)methylamino]-5,5-dimethyl-hexyl]-5-methoxy-pyrimidin-2-yl]sulfamoyl]benzoic acid CC1=C(C(=CC=C1)C)C1=NC(=NC(=C1OC)CC[C@@H](CC(C)(C)C)NCC=1N=C2C(=NC1)OC(=C2)C(C)C)NS(=O)(=O)C=2C=C(C(=O)O)C=CC2